COC1=C(C=CC=C1C1=NN(C=N1)C)NC1=NC(N(C=C1)C)NC=1C=NN(C1)C ((2-methoxy-3-(1-methyl-1H-1,2,4-triazol-3-yl)phenyl)amino)-N-methyl-2-((1-methyl-1H-pyrazol-4-yl)amino)pyrimidine